C([O-])([O-])=O.[Tm+3].C([O-])([O-])=O.C([O-])([O-])=O.[Tm+3] Thulium carbonate